palmitic acid isopropylamide C(C)(C)NC(CCCCCCCCCCCCCCC)=O